(phospho-peroxy)potassium P(=O)(=O)OO[K]